5-[1-(diethoxyphosphoryl)-1-fluoroethyl]-1-benzothiophene-2-carboxylate C(C)OP(=O)(OCC)C(C)(F)C=1C=CC2=C(C=C(S2)C(=O)[O-])C1